3-O-beta-D-galactopyranosyl-glycerol [C@@H]1([C@H](O)[C@@H](O)[C@@H](O)[C@H](O1)CO)OCC(CO)O